2-cyano-5-(isobutyryloxymethyl)tetrahydrofuran-3,4-diylbis(2-methylpropionate) hydrobromide Br.C(#N)C1OC(C(C1C(C(=O)O)(C)C)C(C(=O)O)(C)C)COC(C(C)C)=O